N-ethyl-6-methyl-4-{5-[(methylsulfonyl)amino]-2-phenoxyphenyl}-7-oxo-6,7-dihydro-1H-pyrrolo[2,3-d]pyridazine-2-carboxamide C(C)NC(=O)C1=CC2=C(C(N(N=C2C2=C(C=CC(=C2)NS(=O)(=O)C)OC2=CC=CC=C2)C)=O)N1